CS(=O)(=O)C=1C=C(C=C(C1)C1=CC=CC=C1)SC1=CC=C(S1)CNC(OCCCC)=O butyl ((5-((5-(methylsulfonyl)-[1,1'-biphenyl]-3-yl)thio)thiophen-2-yl)methyl)carbamate